O1[C@@H](CC(C=2C(O)=CC(O)=CC12)=NN)C1=CC=C(O)C=C1 naringenin hydrazone